[N+](=O)([O-])C1=CC=C(C(=O)OC2CC(C2)(C=2C(=NC=CC2)OC(F)(F)F)O)C=C1 (1r,3r)-3-hydroxy-3-(2-(trifluoromethoxy)pyridin-3-yl)cyclobutyl 4-nitrobenzoate